3-(6-(hydroxymethyl)-4-methoxy-1-oxoisoindolin-2-yl)-1-((2-(trimethylsilyl)ethoxy)methyl)piperidine-2,6-dione OCC1=CC(=C2CN(C(C2=C1)=O)C1C(N(C(CC1)=O)COCC[Si](C)(C)C)=O)OC